3-{trans-4-[(7-methoxy-4-quinolinyl)oxy]cyclohexyl}-1-[5-(trifluoromethyl)-3-pyridinyl]-2,4-imidazolidinedione COC1=CC=C2C(=CC=NC2=C1)O[C@@H]1CC[C@H](CC1)N1C(N(CC1=O)C=1C=NC=C(C1)C(F)(F)F)=O